Cl.C1(CCC1)N[C@H]1CN(CC1)C=1N=NC(=CN1)C1=C(C=C(C=C1)C=1C=NN(C1)C)O 2-{3-[(3R)-3-(cyclobutylamino)pyrrolidin-1-yl]-1,2,4-triazin-6-yl}-5-(1-methyl-1H-pyrazol-4-yl)phenol hydrochloride